1-(6-Chloro-3-pyridinylmethyl)-N-nitroimidazolidin-2-ylideneamine ClC1=CC=C(C=N1)CN1C(NCC1)=N[N+](=O)[O-]